N(=NC(CCC(=O)[O-])(C)C#N)C(CCC(=O)[O-])(C)C#N.C(C)O[Si](CCC[NH3+])(OCC)OCC.C(C)O[Si](OCC)(OCC)CCC[NH3+] 3-(triethoxysilyl)propan-1-aminium 4,4'-azobis(4-cyanovalerate)